OC1C2CN(CC(C1)N2C(C)(C)C2=CC=CC=C2)C(=O)OC(C)(C)C tert-butyl 6-hydroxy-8-(2-phenylpropane-2-yl)-3,8-diazabicyclo[3.2.1]octane-3-carboxylate